[2-(4-bromophenyl)-7-(trifluoromethyl)quinazolin-4-yl]Morpholino-methanone MAGNESIUM FLUORID [F-].[Mg+2].BrC1=CC=C(C=C1)C1=NC2=CC(=CC=C2C(=N1)C(=O)N1CCOCC1)C(F)(F)F.[F-]